C(CC=CCCCCCCCCCCCCCCCCCCCCC)(=O)O 3-Pentacosenoic acid